CC1=C(C=CC=C1C)N1CCN(CC1)C(CN1N=C(C2=C1CCC2)C(=O)N2C[C@@H]([C@@H](CC2)[NH3+])F)=O [(3S,4R)-1-[1-[2-[4-(2,3-dimethylphenyl)piperazin-1-yl]-2-oxo-ethyl]-5,6-dihydro-4H-cyclopenta[c]pyrazole-3-carbonyl]-3-fluoro-4-piperidyl]ammonium